2-((1H-pyrazol-3-yl)methyl)-6-((2-aminothiazol-5-yl)methyl)-4-methyl-4H-thiazolo[5',4':4,5]pyrrolo[2,3-d]pyridazin-5(6H)-one N1N=C(C=C1)CC=1SC2=C(N(C=3C(N(N=CC32)CC3=CN=C(S3)N)=O)C)N1